(R)-N-((R)-1-cyano-2-((R)-2-oxopyrrolidin-3-yl)ethyl)-2-(4-methoxy-1H-indole-2-carbonyl)-2-azabicyclo[2.2.2]octane-3-carboxamide C(#N)[C@@H](C[C@@H]1C(NCC1)=O)NC(=O)[C@@H]1N(C2CCC1CC2)C(=O)C=2NC1=CC=CC(=C1C2)OC